1,3-bis(phenylethynyl)benzene C1(=CC=CC=C1)C#CC1=CC(=CC=C1)C#CC1=CC=CC=C1